(E)-1,2-bis(5-(trimethylstannyl)thiophen-2-yl)ethylene C[Sn](C1=CC=C(S1)\C=C\C=1SC(=CC1)[Sn](C)(C)C)(C)C